N1(CCOCC1)C1=CC=C(C=C1)NC1=NC=CC=N1 ((4-Morpholinylphenyl)amino)pyrimidine